CC=1C=C(NC(C)=O)C=CC1 3'-methylacetanilide